O[C@H]1C(O[C@@H](CC1)C)(C)C (3R,6R)-3-Hydroxy-2,2,6-trimethyltetrahydropyran